C(CC)C(C(=O)OCC)C(C(=O)OCC)CCC diethyl 2,3-di-n-propylsuccinate